N'-(3-chlorophenyl)-N,N-dimethyl-urea ClC=1C=C(C=CC1)NC(N(C)C)=O